[(2R,3S,7R)-7-(6-tert-Butylfuro[2,3-b]pyrazin-2-yl)-3-isobutyl-azepan-2-yl]methanol C(C)(C)(C)C1=CC=2C(=NC=C(N2)[C@H]2CCC[C@H]([C@@H](N2)CO)CC(C)C)O1